C(C)(C)(C)OC(N[C@@H]1C[C@@H](CC1)OC1=C(C(=C(C=C1)C)OC)C(CC#N)=O)=O ((1S,3R)-3-(2-(2-cyanoacetyl)-3-methoxy-4-methylphenoxy)cyclopentyl)carbamic acid tert-butyl ester